BrC1=CC=C2N=C(C(NC2=C1)=O)C(C)(F)F 7-bromo-3-(1,1-difluoroethyl)quinoxalin-2(1H)-one